4,9-dibromo-naphtho[2,3-c][1,2,5]selenadiazole BrC1=C2C=CC=CC2=C(C2=N[Se]N=C21)Br